5-chloro-2-ethylthiazolo[5,4-b]pyridine ClC1=CC=C2C(=N1)SC(=N2)CC